N12CC(C(CC1)CC2)N(C(O)=O)[C@H]2CCCC1=CC(=CC=C21)C2=CC(=NC=C2)C.CC(C=2C(NC(NC2)=O)=O)N 5-(methyl-aminomethyl)uracil (S)-quinuclidin-3-yl-(6-(2-methylpyridin-4-yl)-1,2,3,4-tetrahydronaphthalen-1-yl)carbamate